C(CCCCCCCCCCCCCCC)(=O)O.C(CCCCC(=O)O)(=O)OCC(O)CO Glyceryl Adipate Palmitate